tert-butyl (3R)-3-(4-(6-(6-(1-(tetrahydro-2H-pyran-2-yl)-1H-pyrazol-5-yl)picolinamido)pyridin-3-yl)-1H-1,2,3-triazol-1-yl)piperidine-1-carboxylate O1C(CCCC1)N1N=CC=C1C1=CC=CC(=N1)C(=O)NC1=CC=C(C=N1)C=1N=NN(C1)[C@H]1CN(CCC1)C(=O)OC(C)(C)C